N-[4-(1-cyclopentyl-1H-pyrazolo[4,3-c]pyridin-3-yl)-benzyl]-2-methoxy-benzamide C1(CCCC1)N1N=C(C=2C=NC=CC21)C2=CC=C(CNC(C1=C(C=CC=C1)OC)=O)C=C2